FC1=C2C(=NC=C1C(=O)O)N(C=C2)C 4-fluoro-1-methyl-1H-pyrrolo[2,3-b]pyridine-5-carboxylic acid